3-methyl-1,9-nonanediol CC(CCO)CCCCCCO